C(#N)C1(CC=CC=C1)C#N 4,4-dicyanobenzene